CN([C@H]1CN2C(OC1)=C(C=N2)[S@](=O)(NC(C2=CC=CC=C2)(C2=CC=CC=C2)C2=CC=CC=C2)=NC(NC2=C1CCCC1=C(C=1CCCC21)F)=O)C (R,6S)-6-(dimethylamino)-N'-((8-fluoro-1,2,3,5,6,7-hexahydro-s-indacen-4-yl)carbamoyl)-N-trityl-6,7-dihydro-5H-pyrazolo[5,1-b][1,3]oxazine-3-sulfonimidamide